ClC=1C(=NC=CC1)C 3-chloro-2-methyl-pyridine